OC[C@H](C[C@H]1C(NCC1)=O)NC([C@H](CC(C)C)NC(O)=O)=O ((S)-1-(((S)-1-hydroxy-3-((S)-2-oxopyrrolidin-3-yl)propan-2-yl)amino)-4-methyl-1-oxopentan-2-yl)carbamic acid